O[C@@]1(C=CC(=O)O1)CCCCCC(CC)(C)O (4S)-4,10-dihydroxy-10-methyl-dodec-2-ene-1,4-lactone